6-iodo-3-[3-(trifluoromethyl)phenoxy]pyridazine-4-carboxylic acid IC1=CC(=C(N=N1)OC1=CC(=CC=C1)C(F)(F)F)C(=O)O